C1(CCC1)[C@](C=1C=C(C=CC1)N1C(C2=CC(=CC(=C2C1)C(F)(F)F)CNC1(CCC1)C)=O)(C1=NN=CN1C)O (S)-2-(3-(cyclobutyl(hydroxy)(4-methyl-4H-1,2,4-triazol-3-yl)methyl)phenyl)-6-(((1-methylcyclobutyl)amino)methyl)-4-(trifluoromethyl)isoindolin-1-one